4-phenyldiazenylnaphthalen-1-amine C1(=CC=CC=C1)N=NC1=CC=C(C2=CC=CC=C12)N